8-((2S,5R)-4-(Bis(4-fluorophenyl)methyl)-2,5-dimethylpiperazin-1-yl)-7-cyclopropyl-5-methyl-6-oxo-5,6-dihydro-1,5-naphthyridin FC1=CC=C(C=C1)C(N1C[C@@H](N(C[C@H]1C)C1=C(C(N(C=2C=CC=NC12)C)=O)C1CC1)C)C1=CC=C(C=C1)F